benzyl ((3S,3aR,6R,6aR)-6-hydroxyhexahydrofuro[3,2-b]furan-3-yl)carbamate O[C@@H]1CO[C@H]2[C@@H]1OC[C@@H]2NC(OCC2=CC=CC=C2)=O